BrC1=NN(C(=C1C(=O)OCC)Br)C ethyl 3,5-dibromo-1-methyl-pyrazole-4-carboxylate